ClC1=NC2=C(C(=C(C=C2C(=N1)Cl)Cl)OC)F 2,4,6-trichloro-8-fluoro-7-methoxyquinazoline